tetraaminophenyl-cobalt NC=1C(=C(C(=C(C1)[Co])N)N)N